(S)-1-methyl-N-(3-(1-((1-methyl-1H-pyrazolo[3,4-b]pyrazin-6-yl)amino)ethyl)phenyl)-1H-pyrrolo[3,2-b]pyridine-6-carboxamide CN1C=CC2=NC=C(C=C21)C(=O)NC2=CC(=CC=C2)[C@H](C)NC2=CN=C1C(=N2)N(N=C1)C